3-((2-aminophenyl)amino)propan-1-ol NC1=C(C=CC=C1)NCCCO